CCCCCCCC/C=C\\CCCCCCCCCCCCCC(=O)O[C@H](COC(=O)CCCC/C=C\\C/C=C\\C/C=C\\CCCCC)COP(=O)([O-])OCC[N+](C)(C)C The molecule is a phosphatidylcholine 42:4 in which the acyl groups specified at positions 1 and 2 are (6Z,9Z,12Z)-octadecatrienoyl and (15Z)-tetracosenoyl respectively. It derives from a gamma-linolenic acid and a (15Z)-tetracosenoic acid.